N,N-Di-n-butylaminomethyltriethoxysilan C(CCC)N(CCCC)C[Si](OCC)(OCC)OCC